C1(CCCCC1)C=1C=CC(=NC1)CN(C(OC(C)(C)C)=O)C=1C=C2C=CN(C(C2=CC1)=O)C tert-butyl ((5-cyclohexylpyridin-2-yl)methyl)(2-methyl-1-oxo-1,2-dihydroisoquinolin-6-yl)carbamate